ClC=1C=C2CC(COC2=CC1F)NS(=O)(=O)C1=CC(=C(N1)C)C(=O)OCC Ethyl 5-(N-(6-chloro-7-fluorochroman-3-yl)sulfamoyl)-2-methyl-1H-pyrrole-3-carboxylate